O1C(CCCC1)OCCC(=O)O 3-((tetrahydro-2H-pyran-2-yl)oxy)propionic acid